2-N-[2-(4-formylcyclohexyl)-6-methoxy-3-methyl-indazol-5-yl]-6-(trifluoromethyl)pyridine-2-carboxamide C(=O)C1CCC(CC1)N1N=C2C=C(C(=CC2=C1C)NC(=O)C1=NC(=CC=C1)C(F)(F)F)OC